3-(3,5-dimethyl-1-(3-methyl-[1,2,4]triazolo[4,3-b]pyridazin-6-yl)-1H-pyrazol-4-yl)-1-(4-(4-(hydroxymethyl)benzyl)piperazin-1-yl)propan-1-one CC1=NN(C(=C1CCC(=O)N1CCN(CC1)CC1=CC=C(C=C1)CO)C)C=1C=CC=2N(N1)C(=NN2)C